8-(4-Fluorobenzyl)-6-(3-(trifluoromethyl)-1H-1,2,4-triazol-5-yl)imidazo[1,2-a]pyrazine FC1=CC=C(CC=2C=3N(C=C(N2)C2=NC(=NN2)C(F)(F)F)C=CN3)C=C1